OC(C=CC(=O)O)=CC=CC=CC=CC=CCCCCCCCCC 4-hydroxyDocosahexaenoic Acid